9,10-bis(2-ethylhexanoyloxy)anthracene C(C)C(C(=O)OC=1C2=CC=CC=C2C(=C2C=CC=CC12)OC(C(CCCC)CC)=O)CCCC